C(N)(=O)CN1C(=CC(=C1)[N+](=O)[O-])C(=O)OCC ethyl 1-(carbamoylmethyl)-4-nitro-1H-pyrrole-2-carboxylate